4-tert-butyl-beta-chloro-alpha-methylcinnamaldehyde C(C)(C)(C)C1=CC=C(C(=C(C=O)C)Cl)C=C1